4-glycidoxybutyl-trimethoxysilane C(C1CO1)OCCCC[Si](OC)(OC)OC